BrC1=C(C=CC(=C1)F)[C@H]1C(=C(NC(=N1)C=1SC=CN1)CN1C[C@@H]2N(CC1)C(N(C2)C2=CC=C(C=C2)CCC(=O)O)=O)C(=O)OCC 3-(4-((S)-7-(((R)-6-(2-bromo-4-fluorophenyl)-5-(ethoxycarbonyl)-2-(thiazol-2-yl)-3,6-dihydropyrimidin-4-yl)methyl)-3-oxohexahydroimidazo[1,5-a]pyrazin-2(3H)-yl)phenyl)propionic Acid